CC1=C(C=C(C=C1)NC(C1=NC=CC(=C1)C(F)(F)F)=O)C1=CC2=C(N=C(N=C2)S(=O)C)N2C1=NCC2 N-(4-methyl-3-(2-(methylsulfinyl)-8,9-dihydroimidazo[1',2':1,6]pyrido[2,3-d]pyrimidin-6-yl)phenyl)-4-(trifluoromethyl)picolinamide